(S)-6-((E)-4-(dimethylamino)but-2-enoyl)-4-((S)-3-fluoro-2-(1-methyl-3-(trifluoromethyl)-1H-pyrazol-4-yl)phenyl)-4,5,6,7-tetrahydrothieno[2,3-c]pyridine-2-carbonitrile CN(C/C=C/C(=O)N1CC2=C([C@@H](C1)C1=C(C(=CC=C1)F)C=1C(=NN(C1)C)C(F)(F)F)C=C(S2)C#N)C